N-(but-3-en-1-yl)-N-cyanobenzenesulfonamide C(CC=C)N(S(=O)(=O)C1=CC=CC=C1)C#N